C(CCCCCCCCCCCCCCCCCCCCCCCCCCCCC)OC(C=C)=O acrylic acid triacontyl ester